C(#N)CC[P+](CC)(CC)CC (2-cyanoethyl)triethylphosphonium